2-[[2,5-dimethylpyrrolidine-1-carbonyl]amino]-4-[[2-methoxypropyl]-[4-(5,6,7,8-tetrahydro-1,8-naphthyridin-2-yl)butyl]amino]butanoic acid CC1N(C(CC1)C)C(=O)NC(C(=O)O)CCN(CCCCC1=NC=2NCCCC2C=C1)CC(C)OC